4-bromo-3,5,6-trimethyl-1-(tetrahydro-2H-pyran-2-yl)-1H-indazole BrC1=C2C(=NN(C2=CC(=C1C)C)C1OCCCC1)C